COC1=C(C=CC(=C1)CNC(CCCCC=CC(C)C)=O)[O-] 2-methoxy-4-{[N-(8-methyl-1-oxononan-6-enyl)amino]methyl}phenolate